3-(2-methylmorpholino)-7,8-dihydro-1,6-naphthyridin CC1OCCN(C1)C=1C=NC=2CCN=CC2C1